5-methyl-1-(6-methylpyridin-3-yl)imidazolidin-2-one CC1CNC(N1C=1C=NC(=CC1)C)=O